C(C)(C)C1=C(C=CC=C1)C(C)(C)OO (iso-propylphenyl)-iso-propylhydroperoxide